BrC=1C=C(C(=NC1)CO)OC (5-Bromo-3-methoxypyridin-2-yl)methanol